Z-pyrazole-5-carboxylic acid N1N=CC=C1C(=O)O